4-amino-2-[(2S)-2-[(tert-butoxy)carbonyl]-4-{6-[(tert-butoxy)carbonyl]-5H,6H,7H,8H-pyrido[4,3-d]pyrimidin-2-yl}piperazin-1-yl]pyrimidine-5-carboxylic acid NC1=NC(=NC=C1C(=O)O)N1[C@@H](CN(CC1)C=1N=CC2=C(N1)CCN(C2)C(=O)OC(C)(C)C)C(=O)OC(C)(C)C